C(C(=C)C)(=O)OCC[N+](CCCCS(=O)(=O)[O-])(C)C 4-[[2-(methacryloyloxy)ethyl]dimethylammonio]butane-1-sulfonate